3-(3,4-dihydroxyphenyl)-2-oxopropionic acid OC=1C=C(C=CC1O)CC(C(=O)O)=O